3-(1H-indol-3-yl)propane-1-amine N1C=C(C2=CC=CC=C12)CCCN